CC1(OB(OC1(C)C)C=1C=NC(=NC1)N1[C@@H](CCC1)CO)C (S)-(1-(5-(4,4,5,5-tetramethyl-1,3,2-dioxaborolan-2-yl)pyrimidin-2-yl)pyrrolidin-2-yl)methanol